Cl.ClC1=CC=C(C[C@H]2CO[C@H](CN2C2CCC(CC2)C2=NN(C(=C2)C)C)CN2C(N(CC2=O)C)=O)C=C1 3-(((2R,5S)-5-(4-chlorobenzyl)-4-(4-(1,5-dimethyl-1H-pyrazol-3-yl)cyclohexyl)morpholin-2-yl)methyl)-1-methylimidazolidine-2,4-dione hydrochloride